1-(Benzyloxycarbonylsulfamoyl)-3-[4-(dimethylcarbamoyl)phenyl]pyrrole-2-carboxylic acid benzyl ester C(C1=CC=CC=C1)OC(=O)C=1N(C=CC1C1=CC=C(C=C1)C(N(C)C)=O)S(NC(=O)OCC1=CC=CC=C1)(=O)=O